thieno[3,2-B]pyridine-3-sulfonamide S1C=C(C2=NC=CC=C21)S(=O)(=O)N